NC1=C(C=C(C=C1)N1CC2CCC(C1)N2C(=O)OC(C)(C)C)OC(F)F tert-butyl 3-(4-amino-3-(difluoromethoxy)phenyl)-3,8-diazabicyclo[3.2.1]octane-8-carboxylate